C(C)N1[C@@H](CCCC1)COC=1C=C2CN(C(C2=CC1)=O)C1C(NC(CC1)=O)=O 3-(5-(((S)-1-ethylpiperidin-2-yl)methoxy)-1-oxoisoindolin-2-yl)piperidine-2,6-dione